4-(2-bromo-5-methyl-4-nitrophenyl)morpholine BrC1=C(C=C(C(=C1)[N+](=O)[O-])C)N1CCOCC1